(S)-2-amino-3-(4-phenoxyphenyl)propionic acid N[C@H](C(=O)O)CC1=CC=C(C=C1)OC1=CC=CC=C1